bisdiphenylphosphinoferrocene dichloride [Cl-].[Cl-].C1(=CC=CC=C1)P(C1=CC=CC=C1)[C-]1C=CC=C1.[C-]1(C=CC=C1)P(C1=CC=CC=C1)C1=CC=CC=C1.[Fe+2]